(e)-benzyloxycarbonyl-L-lysine C(C1=CC=CC=C1)OC(=O)N[C@@H](CCCCN)C(=O)O